2-((6-(2,2'-dichloro-4''-(2,2-diethoxyethoxy)-3''-methoxy-[1,1':3',1''-terphenyl]-3-yl)-2-methoxypyridin-3-yl)methyl)-2,5-diazaspiro[3.4]octan-6-one ClC1=C(C=CC=C1C1=CC=C(C(=N1)OC)CN1CC2(C1)NC(CC2)=O)C2=C(C(=CC=C2)C2=CC(=C(C=C2)OCC(OCC)OCC)OC)Cl